(2S)-2-ethylbutyl 2-((4-nitrophenoxy)(phenoxy)phosphorylamino)propanoate [N+](=O)([O-])C1=CC=C(OC2=C(OP(=O)=N[C@H](C(=O)OCC(CC)CC)C)C=CC=C2)C=C1